IC1=CN=C(N1CCCNC(OC(C)(C)C)=O)C tert-butyl (3-(5-iodo-2-methyl-1H-imidazol-1-yl)propyl)carbamate